4-(4-{3-[(1r,3R,5S,7r)-3,5-dimethyladamantan-1-yl]ureido}benzoyl)piperazine C[C@]12CC3(CC(C[C@@](C1)(C3)C)C2)NC(NC2=CC=C(C(=O)N3CCNCC3)C=C2)=O